(2R,11aR)-7-chloro-6-((1-fluorocyclopropyl)methoxy)-8-methyl-5-oxo-2,3,11,11a-tetrahydro-1H,5H-benzo[f]pyrrolo[2,1-c][1,4]oxazepin-2-yl methanesulfonate CS(=O)(=O)O[C@@H]1C[C@@H]2COC3=C(C(N2C1)=O)C(=C(C(=C3)C)Cl)OCC3(CC3)F